[N+](=O)([O-])C=1C=C(C=C(C1)C(F)(F)F)C(C)=O 1-(3-Nitro-5-(trifluoromethyl)phenyl)ethan-1-one